3-(5-amino-3-methyl-1-phenyl-1H-pyrazol-4-yl)-3-(5-hydroxy-1-phenyl-3-(trifluoromethyl)-1H-pyrazol-4-yl)-7-methylindoline NC1=C(C(=NN1C1=CC=CC=C1)C)C1(CNC2=C(C=CC=C12)C)C=1C(=NN(C1O)C1=CC=CC=C1)C(F)(F)F